NC1=C2C=3C(=C(C(=C(C3CC2=CC=C1)C1=CC=CC=C1)C1=CC=CC=C1)C(C1=CC=CC=C1)=O)N diaminobenzoyldiphenylfluorene